tert-butyl (2R,3S,4S)-4-[(tert-butoxycarbonyl)oxy]-3-[(4-nitrophenoxycarbonyl)oxy]-2-{[4-(1,3-thiazol-5-yl)phenyl]methyl}pyrrolidine-1-carboxylate C(C)(C)(C)OC(=O)O[C@@H]1[C@H]([C@H](N(C1)C(=O)OC(C)(C)C)CC1=CC=C(C=C1)C1=CN=CS1)OC(=O)OC1=CC=C(C=C1)[N+](=O)[O-]